2-(2-chlorophenyl)-N-[3-sulfamoyl-4-(1,2-thiazol-5-yl)phenyl]acetamide ClC1=C(C=CC=C1)CC(=O)NC1=CC(=C(C=C1)C1=CC=NS1)S(N)(=O)=O